N-((1R,2S,3R)-2,3-dihydroxycyclohexyl)-3-((2-fluoro-4-iodophenyl)amino)isonicotinamide O[C@H]1[C@@H](CCC[C@H]1O)NC(C1=C(C=NC=C1)NC1=C(C=C(C=C1)I)F)=O